FC(C=1C=NN(C1C1CC2(C1)CCN(CC2)C=2SC1=C(N2)C(=CC(=C1)C(=O)O)F)C1=C(C=CC=C1)C(F)(F)F)F (2-(4-(difluoromethyl)-1-(2-(trifluoromethyl)phenyl)-1H-pyrazol-5-yl)-7-azaspiro[3.5]non-7-yl)-4-fluorobenzo[d]thiazole-6-carboxylic acid